(5,7-dichloro-8-fluoro-2-(methylthio)pyrido[4,3-d]pyrimidin-4-yl)-2-(hydroxymethyl)pyrrolidin-3-ol ClC1=NC(=C(C=2N=C(N=C(C21)N2C(C(CC2)O)CO)SC)F)Cl